C[C@H]1SP(O[C@H]1C1=CC=CC=C1)(OC1=CC=C(C=C1)[N+](=O)[O-])=S (4R,5S)-4-methyl-2-(4-nitrophenoxy)-5-phenyl-1,3,2-oxathiaphospholane 2-sulfide